COC(=O)C1CCC(CC1)OC1=NC(=NC=C1)N.FC(F)C1(CC1)S(=O)(=O)N (difluoromethyl)cyclopropanesulfonamide Methyl-(1r,4r)-4-((2-aminopyrimidin-4-yl)oxy)cyclohexane-1-carboxylate